C1(=C(C=CC=C1)[N+]1=CC=CC=C1)C N-tolylpyridinium